BrC1=CC=CC=2C=3N(C(=NC12)N[C@H]1C(NCCN(C1)C(=O)OCC1=CC=CC=C1)=O)N=C(N3)C=3C=NN(C3)C3CC3 benzyl (6R)-6-{[7-bromo-2-(1-cyclopropyl-1H-pyrazol-4-yl)[1,2,4]triazolo[1,5-c]quinazolin-5-yl] amino}-5-oxo-1,4-diazepane-1-carboxylate